The molecule is a lyxonic acid that has D-configuration. It has a role as a plant metabolite. It is a conjugate acid of a D-lyxonate. It is an enantiomer of a L-lyxonic acid. C([C@H]([C@@H]([C@@H](C(=O)O)O)O)O)O